ClC1=C(N(C(C2=CC=CC=C12)=O)C1=CC=CC=C1)[C@H](C)NC=1C2=C(N=CN1)N(C=CC2=O)C2=NC=C(C=N2)OC (S)-4-((1-(4-chloro-1-oxo-2-phenyl-1,2-dihydroisoquinolin-3-yl)ethyl)amino)-8-(5-methoxypyrimidin-2-yl)pyrido[2,3-d]pyrimidin-5(8H)-one